FC1CNC2(C1)CCCC2 3-fluoro-1-azaspiro[4.4]nonane